ClC1=C(C=CC=C1)C(C(=O)NC1CC(C1)(F)F)N(C(=O)[C@H]1NC(OC1)=O)C1=CC(=CC=C1)F (4S)-N-(1-(2-chlorophenyl)-2-(3,3-difluorocyclobutylamino)-2-oxoethyl)-N-(3-fluorophenyl)-2-oxooxazolidine-4-carboxamide